N-[2-[(3R)-3-aminopyrrolidin-1-yl]-2-oxoethyl]-2-chloro-4-[[3-[3-(trifluoromethyl)-1H-pyrazol-4-yl]imidazo[1,2-a]pyrazin-8-yl]amino]benzamide N[C@H]1CN(CC1)C(CNC(C1=C(C=C(C=C1)NC=1C=2N(C=CN1)C(=CN2)C=2C(=NNC2)C(F)(F)F)Cl)=O)=O